C1(=CC=CC2=CC=CC=C12)C=1C2=C(C=C3C=CC=NC13)C=CC=C2 10-(naphthalene-1-yl)benzo[G]quinoline